NC=1C2=C(N=CN1)N(C=C2)[C@H]2[C@@H]([C@@H]([C@H]1[C@@H](CCC=C21)O)O)O (1R,2S,3R,7R,7aR)-3-(4-amino-7H-pyrrolo[2,3-d]pyrimidin-7-yl)-2,3,5,6,7,7a-hexahydro-1H-indene-1,2,7-triol